1-(2-fluoro-3-(trifluoromethyl)benzyl)-6-nitro-3,4-dihydroquinolin-2(1H)-one FC1=C(CN2C(CCC3=CC(=CC=C23)[N+](=O)[O-])=O)C=CC=C1C(F)(F)F